ClC=1C=C(C=NC1OC)[C@@H]1CC[C@H](CC1)CN(C(=O)[C@@H]1CC[C@H](CC1)CNC([O-])=O)C1=CC(=CC=C1)C=1C=NN(C1)C1CC1 trans-4-(((trans-4-(5-Chloro-6-methoxypyridin-3-yl)cyclohexyl)methyl)(3-(1-cyclopropyl-1H-pyrazol-4-yl)phenyl)carbamoyl)cyclohexylmethylcarbamate